C(C)(C)(C)OC(=O)N1[C@@H](CN(CC1)CC1CCC(CC1)C(F)(F)F)COC(F)F (S)-2-((difluoromethoxy)methyl)-4-((4-(trifluoromethyl)cyclohexyl)methyl)piperazine-1-carboxylic acid tert-butyl ester